C1(CC1)N1N=CC2=CC(=CC=C12)S(=O)(=O)N 1-cyclopropyl-indazole-5-sulfonamide